4-(4-(2-(4-chloro-3-(trifluoromethyl)phenoxy)-3,4-dioxocyclobut-1-enylamino)phenoxy)-N-methylpyridine-2-carboxamide ClC1=C(C=C(OC2=C(C(C2=O)=O)NC2=CC=C(OC3=CC(=NC=C3)C(=O)NC)C=C2)C=C1)C(F)(F)F